(2R,3S,5R,6R)-1-butyl-2,6-bis(hydroxymethyl)piperidine-3,4,5-triol C(CCC)N1[C@@H]([C@@H](C([C@@H]([C@H]1CO)O)O)O)CO